2-methyl-1,4-biphenol CC1C(C=CC=C1)(O)C1=CC=C(C=C1)O